[Mg].[Se] selenium magnesium salt